O1CCN(CC1)CC(=O)N1CCC(CC1)NC(OC(C)(C)C)=O tert-butyl (1-(2-morpholinoacetyl)piperidin-4-yl)carbamate